COC1=C(OC(C(=O)OC(C)(C)C)(C)C)C(=CC(=C1)\C=C\C(=O)C=1OC2=C(C1C)C=CC(=C2)SC)OC tert-butyl (E)-2-(2,6-dimethoxy-4-(3-(3-methyl-6-(methylthio)benzofuran-2-yl)-3-oxoprop-1-en-1-yl)phenoxy)-2-methylpropanoate